9,9',9'',9'''-(4-(2,6-dimethylpyridin-4-yl)-6-(4,6-diphenyl-1,3,5-triazin-2-yl)benzene-1,2,3,5-tetrayl)tetrakis(3-methyl-9H-carbazole) CC1=NC(=CC(=C1)C1=C(C(=C(C(=C1N1C2=CC=CC=C2C=2C=C(C=CC12)C)C1=NC(=NC(=N1)C1=CC=CC=C1)C1=CC=CC=C1)N1C2=CC=CC=C2C=2C=C(C=CC12)C)N1C2=CC=CC=C2C=2C=C(C=CC12)C)N1C2=CC=CC=C2C=2C=C(C=CC12)C)C